2-(3-Fluoropyridin-4-yl)-N-methyl-N-[(2R)-1,1,1-trifluoropropan-2-yl]Pyrido[3,4-d]Pyrimidin-4-amine FC=1C=NC=CC1C=1N=C(C2=C(N1)C=NC=C2)N([C@@H](C(F)(F)F)C)C